4-(4-(4'-Methyl-biphenyl-2-yl)-but-3-en-1-ynyl)benzoic acid CC1=CC=C(C=C1)C1=C(C=CC=C1)C=CC#CC1=CC=C(C(=O)O)C=C1